CN(C)[Si](C(F)(F)F)(C(F)(F)F)N(C)C bis-dimethylamino-bis-trifluoromethyl-silane